1-(chloromethyl)-2-fluorobenzene ClCC1=C(C=CC=C1)F